(3S)-3-({1-cyclopentyl-5-[2-(trifluoromethyl)phenyl]-1H-pyrazol-3-yl}formamido)-5-(2,6-dioxopiperidin-1-yl)pentanoic acid C1(CCCC1)N1N=C(C=C1C1=C(C=CC=C1)C(F)(F)F)C(=O)N[C@H](CC(=O)O)CCN1C(CCCC1=O)=O